N-(1-(3-(2-(2-Chloro-2-methylpropanoyl)-2-methylhydrazine-1-carbonyl)pyrazin-2-yl)ethyl)-3,5-bis(trifluoromethyl)benzamide ClC(C(=O)N(NC(=O)C=1C(=NC=CN1)C(C)NC(C1=CC(=CC(=C1)C(F)(F)F)C(F)(F)F)=O)C)(C)C